tert-butyl 3-iodo-1-methyl-6,7-dihydro-4H-pyrazolo[4,3-c]pyridine-5-carboxylate IC1=NN(C2=C1CN(CC2)C(=O)OC(C)(C)C)C